C1(CC1)C1=C(C(=NO1)C1=C(C=CC=C1Cl)Cl)COC12CCC(CC1)(CC2)C2=NC1=CC=C(C=C1C=N2)C(=O)O 2-(4-((5-cyclopropyl-3-(2,6-dichlorophenyl)isoxazol-4-yl)methoxy)bicyclo[2.2.2]octan-1-yl)quinazoline-6-carboxylic acid